FC(C(=O)NC=1C=CC(=NC1)C=1N=NN(C1NC(O[C@H](C)C=1C(=NC=CC1)Cl)=O)C)F (R)-1-(2-chloropyridin-3-yl)ethyl (4-(5-(2,2-difluoroacetamido)pyridin-2-yl)-1-methyl-1H-1,2,3-triazol-5-yl)carbamate